ClC1=CC=C(S1)B1OC(C(O1)(C)C)(C)C 2-(5-chlorothiophen-2-yl)-4,4,5,5-tetramethyl-1,3,2-dioxaborolane